methyl-(benzyl)dimethoxysilane C[Si](OC)(OC)CC1=CC=CC=C1